(R)-1-[(S)-2-(diphenylphosphino)ferrocenyl]ethylbis(3,5-xylyl)phosphine C1(=CC=CC=C1)P(C=1[C-](C=CC1)[C@@H](C)P(C1=CC(=CC(=C1)C)C)C1=CC(=CC(=C1)C)C)C1=CC=CC=C1.[CH-]1C=CC=C1.[Fe+2]